C1(=C(C(=C(C2=C1C1=C(NC3=C(C(=C(C(=C13)[2H])[2H])[2H])[2H])[Te]2)[2H])[2H])[2H])[2H] 6H-benzo[4,5]telluropheno[2,3-b]indole-1,2,3,4,7,8,9,10-d8